pyridyloxyzinc N1=C(C=CC=C1)O[Zn]